methyl 4-bromo-3-(3-fluoro-5-(trifluoromethyl)benzamido)-1-methyl-1H-pyrazole-5-carboxylate BrC=1C(=NN(C1C(=O)OC)C)NC(C1=CC(=CC(=C1)C(F)(F)F)F)=O